3-Ethoxy-2-[(6R)-6-ethyl-3-methylcyclohex-3-en-1-yl]-5-propylphenol C(C)OC=1C(=C(C=C(C1)CCC)O)C1CC(=CC[C@H]1CC)C